Bis(1-octyloxy-2,2,6,6-tetramethyl-4-piperidyl)sebacate C(CCCCCCC)ON1C(CC(CC1(C)C)OC(CCCCCCCCC(=O)OC1CC(N(C(C1)(C)C)OCCCCCCCC)(C)C)=O)(C)C